6-(1-benzyl-1H-pyrazole-4-carbonyl)-2-((S)-2,2-dimethylcyclopropane-1-carbonyl)-2,6-diazaspiro[3.4]octane-8-carbohydrazide C(C1=CC=CC=C1)N1N=CC(=C1)C(=O)N1CC2(CN(C2)C(=O)[C@@H]2C(C2)(C)C)C(C1)C(=O)NN